ClC1=C(C=CC(=C1)C1=NNC2=NC=C(C=C21)C2=CC=C1C(=N2)CCC(CC1)N1CCCC1)C(C)(C)O 2-(2-Chloro-4-{5-[7-(pyrrolidin-1-yl)-5H,6H,7H,8H,9H-cyclohepta[b]pyridin-2-yl]-1H-pyrazolo[3,4-b]pyridin-3-yl}phenyl)propan-2-ol